ClC=1C=C2CC(CC2=CC1)NC1=NC=C(C=N1)C(=O)O 2-((5-chloro-2,3-dihydro-1H-inden-2-yl)amino)pyrimidine-5-carboxylic acid